9,10-difluoro-6-((((2-methoxypyridin-4-yl)methyl)((S)-piperidin-3-yl)amino)methyl)-3-methyl-2H-[1,4]oxazino[2,3,4-ij]quinolin-7(3H)-one FC=1C=C2C(C(=CN3C2=C(C1F)OCC3C)CN([C@@H]3CNCCC3)CC3=CC(=NC=C3)OC)=O